3-(3-(cyclobutyl(4-fluorophenyl)methoxy)-4-((difluoromethyl)sulfonamido)phenyl)-5-(pyrazin-2-ylamino)-1H-pyrazole-4-carboxamide C1(CCC1)C(OC=1C=C(C=CC1NS(=O)(=O)C(F)F)C1=NNC(=C1C(=O)N)NC1=NC=CN=C1)C1=CC=C(C=C1)F